ClC=1C(=NN(C1C)C=1C=C(C(=O)N(C)C2=CC=CC=3OC(OC32)(F)F)C=CC1)C 3-(4-chloro-3,5-dimethyl-pyrazol-1-yl)-N-(2,2-difluoro-1,3-benzodioxol-4-yl)-N-methyl-benzamide